BrC(C)C1=C(C=CC(=C1C)C)F (1-bromoethyl)-1-fluoro-3,4-dimethylbenzene